C1(CC1)OC1=CC(=C(C#N)C=C1)NC=1C(=NC=CC1)C 4-Cyclopropyloxy-2-[(2-methylpyridin-3-yl)amino]benzonitrile